OC1CN(C1)C=1N(C(=CN1)C(=O)OC)C methyl 2-(3-hydroxyazetidin-1-yl)-1-methyl-1H-imidazole-5-carboxylate